2-(5-((1R,5S)-1-(2,5-difluorophenyl)-2-azabicyclo[3.1.0]hexan-2-yl)pyrazolo[1,5-a]pyrimidin-3-yl)isoindolin-1-one FC1=C(C=C(C=C1)F)[C@@]12N(CC[C@H]2C1)C1=NC=2N(C=C1)N=CC2N2C(C1=CC=CC=C1C2)=O